NC=1C2=C(N=CN1)N(C(=C2C2=CC=C(C=C2)OC2=NC=CC(=N2)C)C2=CC=C(C=C2)N2C(C(CC2C)=C)=O)C 1-[4-(4-amino-7-methyl-5-{4-[(4-methylpyrimidin-2-yl)oxy]phenyl}-7H-pyrrolo[2,3-d]pyrimidin-6-yl)phenyl]-5-methyl-3-methylidenepyrrolidin-2-one